methyl 2-(1-(cyclopropylmethyl)-7-(1-((1r,4r)-4-hydroxycyclohexane-1-carbonyl) azetidin-3-yl)-1H-indol-2-yl)-4-methoxy-3-methylpyrazolo[1,5-a]pyridine-6-carboxylate C1(CC1)CN1C(=CC2=CC=CC(=C12)C1CN(C1)C(=O)C1CCC(CC1)O)C1=NN2C(C(=CC(=C2)C(=O)OC)OC)=C1C